C(C)N1C2=CC=CC=C2C=2C=C(C=CC12)N1N=NC=C1C=1C=C(C=CC1)C 9-ethyl-3-(5-(m-tolyl)-1H-1,2,3-triazol-1-yl)-9H-carbazole